ClCC(=O)N1C2=C(OC[C@@H]1C)N=C(C(=C2)CC2=CC=C(C=C2)F)C(=O)NC[C@@H]2OCCC2 (S)-1-(2-chloroacetyl)-7-(4-fluorobenzyl)-2-methyl-N-(((R)-tetrahydrofuran-2-yl)methyl)-2,3-dihydro-1H-pyrido[2,3-b][1,4]oxazine-6-carboxamide